2-(4-(2-(3-cyanoimidazo[1,2-a]pyridin-6-yl)-3-isopropyl-1H-indol-5-yl)piperidin-1-yl)-N-methylacetamide C(#N)C1=CN=C2N1C=C(C=C2)C=2NC1=CC=C(C=C1C2C(C)C)C2CCN(CC2)CC(=O)NC